6-(pyrimidin-5-ylamino)-2-(trifluoromethyl)-9H-pyrido[4',3':3,4]cyclopenta[1,2-d]pyrimidin-9-one N1=CN=CC(=C1)NC1=CC2=C(C(C=3N=C(N=CC32)C(F)(F)F)=O)C=N1